2-phenyl-8-aminoquinoline C1(=CC=CC=C1)C1=NC2=C(C=CC=C2C=C1)N